3-(4-(3-(4-(2-(adamantan-1-ylamino)ethyl)piperazin-1-yl)propyl)-1-oxoisoindolin-2-yl)piperidine-2,6-dione C12(CC3CC(CC(C1)C3)C2)NCCN2CCN(CC2)CCCC2=C3CN(C(C3=CC=C2)=O)C2C(NC(CC2)=O)=O